C(C=C)(=O)OCC(F)(F)F r-trifluoroethyl acrylate